6-(chloromethyl)pyrimidin-4-amine ClCC1=CC(=NC=N1)N